2-(2-fluoro-3-(trifluoromethoxy)phenyl)-6-hydroxy-6-methyl-2-(methylamino)cyclohexan-1-one hydrochloride Cl.FC1=C(C=CC=C1OC(F)(F)F)C1(C(C(CCC1)(C)O)=O)NC